IC1=C(C=2C(=[N+](C=CC2)[O-])S1)C#N 2-iodo-7-oxido-thieno[2,3-b]pyridin-7-ium-3-carbonitrile